COC1=C(C=CC(=C1)C(C(F)(F)F)(C(F)(F)F)F)NC(C(C)NC(=O)C1=CC=NN1C)=O N-(1-((2-methoxy-4-(perfluoropropan-2-yl)phenyl)amino)-1-oxopropan-2-yl)-1-methyl-1H-pyrazole-5-carboxamide